CC1OC(CN(C1)C(=O)C=1C=C2C=CC(=NC2=CC1)C)C (2,6-dimethylmorpholino)(2-methylquinolin-6-yl)methanone